C(C)(C)(C)[C@@H]1CC=2C=C3C(=NC2CC1)SC(=N3)C(=O)N[C@H](CCN3CCC(CC3)O)C3=CC(=CC=C3)C(NC3CN(CCC3)C)=O (7S)-7-tert-butyl-N-[(1R)-3-(4-hydroxy-1-piperidyl)-1-[3-[(1-methyl-3-piperidyl)carbamoyl]phenyl]propyl]-5,6,7,8-tetrahydrothiazolo[5,4-b]quinoline-2-carboxamide